6-bromo-4-methyl-N-(4-methylcyclohexyl)-1-(2-morpholinoethyl)-2-oxo-1,8-naphthyridine-3-carboxamide BrC=1C=C2C(=C(C(N(C2=NC1)CCN1CCOCC1)=O)C(=O)NC1CCC(CC1)C)C